FC1=CC(=CC2=CN(N=C12)C)C1=CC2=C(C=N1)N=C(S2)C2CCNCC2 6-(7-fluoro-2-methyl-2H-indazol-5-yl)-2-(piperidin-4-yl)[1,3]thiazolo[4,5-c]pyridine